C(C)OC(=O)C1=CNC(C=C1)=O.N1=CC=C2N1C(CNC2)CCNC(C(C)C)=O N-(2-(4,5,6,7-tetrahydropyrazolo[1,5-a]pyrazin-7-yl)ethyl)isobutyramide ethyl-6-oxo-1,6-dihydropyridine-3-carboxylate